C[N+](C)(CCCS(=O)(=O)[O-])CCCCCCCCCCCCCC 3-(N,N-Dimethylmyristylammonio)propansulfonate